COC(=O)[C@H]1NCC2(CC2)C1 (S)-5-azaspiro[2.4]heptane-6-carboxylic acid methyl ester